CSC=1NC(C2=C(N1)NC(CC2C2=CC=C(C=C2)OCCC)=O)=O 2-methylsulfanyl-5-(4-propoxyphenyl)-5,6-dihydropyrido[2,3-d]pyrimidine-4,7(3H,8H)-dione